BrC=1C(=NN(C1C)C1CC2(CN(C2)C(C=C)=O)C1)C=1C=C2C=NN(C2=CC1)C 1-(6-(4-bromo-5-methyl-3-(1-methyl-1H-indazol-5-yl)-1H-pyrazol-1-yl)-2-azaspiro[3.3]Hept-2-yl)prop-2-en-1-one